3,3'-diallyl-biphenol ethyl-(S)-2-methylene-5-oxotetrahydro-1H-pyrrolizine-7a(5H)-carboxylate C(C)[C@H]1C(CN2C(CCC12C(=O)OC=1C(=C(C=CC1)CC=C)C=1C(=CC=CC1CC=C)O)=O)=C